methyl 2-(((tert-butoxycarbonyl)amino)methyl)-6-methoxy-1-tosyl-1H-indole-5-carboxylate C(C)(C)(C)OC(=O)NCC=1N(C2=CC(=C(C=C2C1)C(=O)OC)OC)S(=O)(=O)C1=CC=C(C)C=C1